N=1N=CN2C1C=C(C=C2)C2=NC(=NC=C2Cl)C(=O)N[C@@H]2C(N(C1=C(OC2)C=C(C=N1)Cl)C)=O (S)-4-([1,2,4]triazolo[4,3-a]pyridin-7-yl)-5-chloro-N-(8-chloro-5-methyl-4-oxo-2,3,4,5-tetrahydropyrido[3,2-b]-[1,4]oxazepin-3-yl)pyrimidine-2-carboxamide